CN1C(C2(CC1)CCN(CC2)C2=CC=CC1=CC(=CC=C21)C(=O)N2CCCCC2)=O 2-methyl-8-(6-(piperidine-1-carbonyl)naphthalen-1-yl)-2,8-diazaspiro[4.5]decan-1-one